O=C1N(CC2=CC(=CC=C12)O[C@@H]1CN(CC1)CC1=CC=NC2=CC=CC=C12)C1C(NC(CC1)=O)=O 3-(1-Oxo-5-(((S)-1-(quinolin-4-ylmethyl)pyrrolidin-3-yl)oxy)isoindolin-2-yl)piperidine-2,6-dione